tertbutyl N-tert-butoxycarbonyl-N-[2-chloro-6-(2,4-difluorophenyl)-5-methoxy-pyrimidin-4-yl]carbamate C(C)(C)(C)OC(=O)N(C(OC(C)(C)C)=O)C1=NC(=NC(=C1OC)C1=C(C=C(C=C1)F)F)Cl